C1=CC=CC=2C3=CC=CC=C3N(C12)C1=CC(=C(C=C1)C1=C(C=C(C=C1)N1C2=CC=CC=C2C=2C=CC=CC12)C)C 4,4'-bis(9H-carbazole-9-yl)-2,2'-dimethylbiphenyl